O1COC2=C1C=CC(=C2)N(C(=O)C=2C=C(C=CC2)N2N=C(C(=C2C)Cl)C(=O)O)C 1-[3-[1,3-benzodioxol-5-yl-(methyl)carbamoyl]phenyl]-4-chloro-5-methyl-pyrazole-3-carboxylic acid